C(#N)C1=CC=C(C=C1)N1C2=CC=CC=C2SC=2C=CC=CC12 10-(4-cyanophenyl)phenothiazine